sulfonyl-sulfimide S(=O)(=O)=S=N